N-METHYL-3-PHENYL-N-((1-PHENYL-1H-PYRAZOL-4-YL)METHYL)-1H-PYRAZOLE-5-CARBOXAMIDE CN(C(=O)C1=CC(=NN1)C1=CC=CC=C1)CC=1C=NN(C1)C1=CC=CC=C1